2-((2s,4s)-5-chloro-6-fluoro-2-((((cis)-4-hydroxy-4-methylcyclohexyl)amino)methyl)-2-phenyl-2,3-dihydrobenzofuran-4-yl)-3-fluoro-4-(1H-imidazol-1-yl)benzamide ClC=1C(=CC2=C(C[C@](O2)(C2=CC=CC=C2)CNC2CCC(CC2)(C)O)C1C1=C(C(=O)N)C=CC(=C1F)N1C=NC=C1)F